COC1=CC=C(C=C1)/C=C/C(=O)N1C(OCC1)=O (E)-3-(3-(4-methoxyphenyl)propenoyl)oxazolidin-2-one